C(#N)C1=CC=C(CNC(=O)C2=NN(C=3C(N(CCC32)CC3(CC3)S(=O)(=O)C3CC3)=O)CC3(CC3)O)C=C1 N-(4-Cyanobenzyl)-6-((1-(cyclopropylsulfonyl)cyclopropyl)methyl)-1-((1-hydroxycyclopropyl)methyl)-7-oxo-4,5,6,7-tetrahydro-1H-pyrazolo[3,4-c]pyridine-3-carboxamide